3-bromo-2-(5-fluoropyridin-2-yl)-6-(2-methoxyethyl)-6-methyl-4,5,6,7-tetrahydropyrazolo[1,5-a]Pyridine BrC=1C(=NN2C1CCC(C2)(C)CCOC)C2=NC=C(C=C2)F